NC1=C(C(=O)N)C=C(N=C1Br)F 3-amino-2-bromo-6-fluoroisonicotinamide